tert-butyl (2S,6S)-4-(2-{8-chloro-2-methylimidazo[1,2-a]pyridin-6-yl}quinazolin-6-yl)-2,6-dimethylpiperazine-1-carboxylate ClC=1C=2N(C=C(C1)C1=NC3=CC=C(C=C3C=N1)N1C[C@@H](N([C@H](C1)C)C(=O)OC(C)(C)C)C)C=C(N2)C